1-[2-(4-ethylsulfonylpiperazin-1-yl)propyl]-4-methyl-5-[[2-[6-(2,2,2-trifluoroethyl)quinazolin-4-yl]-2,7-diazaspiro[3.5]nonan-7-yl]methyl]indole-2-carbonitrile C(C)S(=O)(=O)N1CCN(CC1)C(CN1C(=CC2=C(C(=CC=C12)CN1CCC2(CN(C2)C2=NC=NC3=CC=C(C=C23)CC(F)(F)F)CC1)C)C#N)C